1,2-bis(4-methylolcyclohexyl) ethylene methyl (S)-2-amino-3-(5-(1-methyl-2,4-dioxo-1,4-dihydropyrido[3,4-d]pyrimidin-3(2H)-yl)pyridin-2-yl)propanoate N[C@H](C(=O)OC)CC1=NC=C(C=C1)N1C(N(C2=C(C1=O)C=CN=C2)C)=O.C(O)C2CCC(CC2)C=CC2CCC(CC2)CO